O=S1(CC(C1)C1CCN(CC1)C1=C(C=C(C=C1F)N1C(O[C@H](C1)CNC(OCC)=O)=O)F)=O ethyl (S)-((3-(4-(4-(1,1-dioxidothietan-3-yl)piperidin-1-yl)-3,5-difluorophenyl)-2-oxooxazolidin-5-yl)methyl)carbamate